OC=1C(=C(C(=O)[O-])C=CC1C(=O)[O-])O Dihydroxyterephthalate